(2R,3S)-2-(3-(7-chloro-6-(3-chlorophenyl)-3H-imidazo[4,5-b]pyridin-3-yl)propyl)piperidin-3-ol ClC1=C2C(=NC=C1C1=CC(=CC=C1)Cl)N(C=N2)CCC[C@H]2NCCC[C@@H]2O